C(C)(C)(C)OC(=O)N1C[C@H](O[C@@H](C1)C)COCC1=CC=CC=C1.NC=1C=2N(C=CN1)C(=NC2C2=CC=C(C(=O)NC1=NC=CC=C1)C=C2)[C@H]2N(CCC2)C(C#CC)=O (S)-4-(8-AMINO-3-(1-(BUT-2-YNOYL)PYRROLIDIN-2-YL)IMIDAZO[1,5-A]PYRAZIN-1-YL)-N-(PYRIDIN-2-YL)BENZAMIDE tert-butyl-(2S,6R)-2-(benzyloxymethyl)-6-methyl-morpholine-4-carboxylate